BrC=1C(=NC=NC1)N[C@H](C(=O)O)CCN(CCCCC1=NC=2NCCCC2C=C1)C1CC(C1)(F)F (S)-2-((5-bromopyrimidin-4-yl)amino)-4-((3,3-difluorocyclobutyl)(4-(5,6,7,8-tetrahydro-1,8-naphthyridin-2-yl)butyl)amino)butanoic acid